ClC1=CC=C(C=C1)[C@H](CC1=NOC(=N1)CN1C(NC(=C(C1=O)C)[2H])=O)O 3-({3-[(2S)-2-(4-chlorophenyl)-2-hydroxyethyl]-1,2,4-oxadiazol-5-yl}methyl)-5-methyl-1,2,3,4-tetrahydro(6-2H)pyrimidine-2,4-dione